COC=1C=C2CCN(CC2=CC1NC1=NC=C2C(=N1)N(N=C2)C2CN(CCC2)C(C)=O)C 1-(3-(6-((6-methoxy-2-methyl-1,2,3,4-tetrahydroisoquinolin-7-yl)amino)-1H-pyrazolo[3,4-d]pyrimidin-1-yl)piperidin-1-yl)ethan-1-one